(1-isopropyl-3-ethyl-1H-indazol-5-yl)-methanol C(C)(C)N1N=C(C2=CC(=CC=C12)CO)CC